N1=CC=CC=2CCN(CC12)C1=NC=C(C(=N1)NCC1=CC(=C(C=C1)OC)Cl)C(NCCN1CCOCC1)=O 2-(5,6,7,8-tetrahydro-1,7-naphthyridin-7-yl)-4-(3-chloro-4-methoxybenzylamino)-5-[N-(2-morpholinoethyl)carbamoyl]-pyrimidine